2-[(1r,5s,6r)-6-(1-azaspiro[3.3]hept-1-ylcarbonyl)-3-azabicyclo[3.1.0]hex-3-yl]-6-azaspiro[3.4]octane-6-carboxylic acid ethyl ester C(C)OC(=O)N1CC2(CC(C2)N2C[C@H]3C([C@H]3C2)C(=O)N2CCC23CCC3)CC1